3-benzenesulfonyl-benzenesulfonic acid potassium salt [K+].C1(=CC=CC=C1)S(=O)(=O)C=1C=C(C=CC1)S(=O)(=O)[O-]